NC1=C(SC2=NC(=CC(=C21)C)C)C(=O)NC2CC=1C=C(C(=NC1CC2)N2CC(C(C2)NC)OC)F 3-amino-N-{3-fluoro-2-[3-methoxy-4-(methylamino)pyrrolidin-1-yl]-5,6,7,8-tetrahydroquinolin-6-yl}-4,6-dimethylthieno[2,3-b]pyridine-2-carboxamide